ClC1=NC=2NC(C(NC2C=N1)=O)C1=C(C=CC=C1F)F 2-Chloro-7-(2,6-difluorophenyl)-7,8-dihydropteridin-6(5H)-one